FC1=C2C(C=C(NC2=CC(=C1)F)C=1C=C(C#N)C=CC1S(=O)(=O)C)=O 3-(5,7-difluoro-4-oxo-1,4-dihydro-quinolin-2-yl)-4-(methylsulfonyl)benzonitrile